2-(2-(2,5-dimethoxyphenyl)thiazol-5-yl)ethylamine hydrochloride Cl.COC1=C(C=C(C=C1)OC)C=1SC(=CN1)CCN